BrC1=CC2=C(OC[C@@H](C(N2C)=O)NC(=O)N2N=C(C=C2)CC2=CC=C(C=C2)F)C=C1 (S)-N-(7-bromo-5-methyl-4-oxo-2,3,4,5-tetrahydrobenzo[b]-[1,4]oxazepin-3-yl)-3-(4-fluorobenzyl)-1H-pyrazole-1-carboxamide